C(C)(C)(C)OC(=O)N1CCC2(CC2C(NC2=NC(=NC=C2)C(F)(F)F)=O)CC1 1-((2-(trifluoromethyl)pyrimidin-4-yl)carbamoyl)-6-azaspiro[2.5]Octane-6-carboxylic acid tert-butyl ester